ClC1=C(C=C(C=2CCOC21)C([C@@H]([C@H]([C@@H]([C@@H](CO)O)O)O)O)=O)CC2=CC=C(C=C2)C2CC2 (2r,3s,4r,5r)-1-(7-chloro-6-(4-cyclopropylbenzyl)-2,3-dihydrobenzofuran-4-yl)-2,3,4,5,6-pentahydroxyhexan-1-one